(e)-(2r,3r,4s,5r)-3,4,5-trihydroxy-2-methoxy-8,8-dimethyl-non-6-enoic acid ((3s,6r)-6-hydroxy-2-oxo-azepan-3-yl)-amide O[C@@H]1CC[C@@H](C(NC1)=O)NC([C@@H]([C@@H]([C@H]([C@@H](\C=C\C(C)(C)C)O)O)O)OC)=O